N-({4-chloro-1H,3H-furo[3,4-c]quinolin-7-yl}methyl)-6-cyclopropyl-N-{5-methyl-4-oxo-4H,5H,6H,7H-pyrazolo[1,5-a]pyrazin-3-yl}pyridine-3-carboxamide ClC1=NC=2C=C(C=CC2C2=C1COC2)CN(C(=O)C=2C=NC(=CC2)C2CC2)C=2C=NN1C2C(N(CC1)C)=O